C(C1=CC=CC=C1)OC=1C2=C(N=C(N1)Cl)N(CCC2)C(=O)OC(C)(C)C tert-butyl 4-(benzyloxy)-2-chloro-6,7-dihydropyrido[2,3-d]pyrimidine-8(5H)-carboxylate